Benzhydryl-D-serine methyl ester COC([C@H](NC(C1=CC=CC=C1)C1=CC=CC=C1)CO)=O